C1(=CC=CC=C1)CN(CCCC(C)(C)C)CCO 1-(phenylmethyl-(2-hydroxyethyl)amino)-4,4-dimethylpentan